C(CCCCC)C1(C2=CC(=CC=C2C=2C=CC=CC12)C#C)CCCCCC 9,9-dihexyl-7-ethynylfluorene